(6S,9R,12S,15R)-6,12-diisobutyl-9-(4-((methoxycarbonyl)amino)-benzyl)-2,2,5,11,15-pentamethyl-4,7,10,13-tetraoxo-3,8,14-trioxa-5,11-diazahexadecane C(C(C)C)[C@H](N(C(OC(C)(C)C)=O)C)C(O[C@@H](C(N([C@H](C(OC(C)C)=O)CC(C)C)C)=O)CC1=CC=C(C=C1)NC(=O)OC)=O